(1S*,2R*,3R*,7S*,8R*)-4-benzyl-1-isobutylaminocarbonyl-2-benzyl-4,10-diazatricyclo[5.3.1.03,8]Undeca-9-En C(C1=CC=CC=C1)N1[C@@H]2[C@H]([C@]3(N=C[C@@H]2[C@@H](CC1)C3)C(=O)NCC(C)C)CC3=CC=CC=C3 |o1:8,9,10,13,14|